3-(2,6-dichloro-3,5-dimethoxyphenyl)-7-(methylamino)-3,4-dihydropyrimido[4,5-d]Pyrimidin-2(1H)-one ClC1=C(C(=C(C=C1OC)OC)Cl)N1C(NC2=NC(=NC=C2C1)NC)=O